[N+](=O)(O)[O-].ClC1=C(C=CC=C1Cl)N1CCN(CC1)CC[C@@H]1C[C@H](C1)NC(=O)C=1OC=CN1 N-(trans-3-(2-(4-(2,3-dichlorophenyl)piperazin-1-yl)ethyl)cyclobutyl)oxazole-2-carboxamide nitrate